CC1=C(N=C(N1C1=NC=C(N=C1)C)C(=O)OCC)C#C[Si](C)(C)C Ethyl 5-methyl-1-(5-methylpyrazin-2-yl)-4-((trimethylsilyl)ethynyl)-1H-imidazole-2-carboxylate